1-((4-(3-amino-4-methyl-1H-indazol-5-yl)-3-methylphenyl)sulfonyl)-4,4-difluoropyrrolidine-2-carboxamide NC1=NNC2=CC=C(C(=C12)C)C1=C(C=C(C=C1)S(=O)(=O)N1C(CC(C1)(F)F)C(=O)N)C